hexylmethylenebis(dihydro-4H-oxazine) C(CCCCC)C(C1NOC=CC1)C1NOC=CC1